tri(trimethylphenyl) phosphate P(=O)(OC1=C(C(=C(C=C1)C)C)C)(OC1=C(C(=C(C=C1)C)C)C)OC1=C(C(=C(C=C1)C)C)C